N-[1-[2-[(1,3-dimethylpyrazol-4-yl)amino]-5-methyl-4-pyridyl]-3-methyl-indol-5-yl]prop-2-enamide CN1N=C(C(=C1)NC1=NC=C(C(=C1)N1C=C(C2=CC(=CC=C12)NC(C=C)=O)C)C)C